C(CCCCCCCC)OCOC=CCCCCCCCCCC(OCC)OCC diethoxydodecenyl nonoxymethyl ether